[(2-hydroxy-2-phenylacetyl)oxy]cuprio 2-hydroxy-2-phenylacetate OC(C(=O)O[Cu]OC(C(C1=CC=CC=C1)O)=O)C1=CC=CC=C1